2-(2-bromo-3'-fluoro-5-methyl-8-oxo-5,8-dihydro-4H-spiro[furo[3,4-d][1,2,4]triazolo[1,5-a]pyrimidine-7,4'-piperidin]-4-yl)-N-(2-chloro-4-(trifluoromethyl)phenyl)acetamide BrC1=NN2C(N(C3=C(C2=O)C2(C(CNCC2)F)OC3C)CC(=O)NC3=C(C=C(C=C3)C(F)(F)F)Cl)=N1